(R)-(2'-(4,5-Dimethyl-1H-imidazol-2-yl)-3,4'-bipyridin-5-yl)(3-(dimethylamino)pyrrolidin-1-yl)methanone trifluoroacetate salt FC(C(=O)O)(F)F.CC=1N=C(NC1C)C1=NC=CC(=C1)C=1C=NC=C(C1)C(=O)N1C[C@@H](CC1)N(C)C